4-chloro-2,6-dimethylpyridine 1-oxide ClC1=CC(=[N+](C(=C1)C)[O-])C